BrC1=C(C=CC=2N(N=NC21)C(C)C)N 4-bromo-1-(prop-2-yl)benzo[d][1,2,3]triazol-5-amine